The molecule is a phosphatidylserine 36:4 that is the conjugate base of 1-palmitoyl-2-arachidonoyl-sn-glycero-3-phospho-L-serine, in which the carboxy and phosphate groups are anionic and the amino group is cationic. CCCCCCCCCCCCCCCC(=O)OC[C@H](COP(=O)([O-])OC[C@@H](C(=O)[O-])[NH3+])OC(=O)CCC/C=C\\C/C=C\\C/C=C\\C/C=C\\CCCCC